CC1=CC=C(C=C1)S(=O)(=O)N=CN1CCSCC1 4-methyl-N-(thiomorpholinomethylene)benzenesulfonamide